N-(tert-butyl)benzenesulfonamide C(C)(C)(C)NS(=O)(=O)C1=CC=CC=C1